OCCN1N=C(C=2CCC=3C=NC(=NC3C21)NC2=C(C=CC(=C2)N2CCN(CC2)C)OC(F)(F)F)C(=O)O 1-(2-hydroxyethyl)-8-((5-(4-methylpiperazin-1-yl)-2-(trifluoromethoxy)phenyl)amino)-4,5-dihydro-1H-pyrazolo[4,3-H]quinazoline-3-carboxylic acid